7-(1H-imidazol-4-yl)-3,9-dioxa-7-azabicyclo[3.3.1]nonane N1C=NC(=C1)N1CC2COCC(C1)O2